C1=CC=CC=2C3=CC=CC=C3C(C12)COC(=O)NC(C(=O)OC(C)(C)C)CCC1=CC=CC=C1 tert-Butyl 2-((((9H-fluoren-9-yl)methoxy) carbonyl)amino)-4-phenylbutanoate